FC(S(=O)(=O)NC1=CC(=C(C(=O)NC2=NC(=CC=C2)N2C[C@H](OCC2)C)C=C1)N1CCC2(CC2)CC1)F (R)-4-((Difluoromethyl)sulfonamido)-N-(6-(2-methylmorpholino)pyridin-2-yl)-2-(6-azaspiro[2.5]octan-6-yl)benzamide